2-(4-fluorophenyl)-1H-benzo[d]imidazol-5-amine FC1=CC=C(C=C1)C1=NC2=C(N1)C=CC(=C2)N